FC1=C(C=C(C=C1)F)C1=C(C(=NC=C1)C1CCOCC1)NC(=O)C=1C=NC(=NC1)C(C)C N-(4-(2,5-difluorophenyl)-2-(tetrahydro-2H-pyran-4-yl)pyridin-3-yl)-2-isopropylpyrimidine-5-carboxamide